C(C)(C)(C)OC(=O)N[C@H](CCOC)C(=O)O N-(tert-butoxycarbonyl)-O-methyl-D-homoserine